5-chloro-4-(1,9-diazaspiro[4.5]decan-9-yl)-2-(2-fluoro-4-pyridinyl)-1H-pyrimidin-6-one ClC1=C(N=C(NC1=O)C1=CC(=NC=C1)F)N1CCCC2(CCCN2)C1